C(C1=CC=CC=C1)OC[C@H](C)N (2S)-1-benzyloxypropan-2-amin